C(C)(C)(C)C=1C=C(C=C(C1)C(C)(C)C)N(C1=NC=C(C=N1)C(=O)O)CCC 2-[(3,5-di-tert-butylphenyl)(propyl)amino]pyrimidine-5-carboxylic Acid